C(C)(C)(C)C1=CC=C(C=C1)S(=O)(=O)OC1=CC=C(C=C1)NC(=O)NC1=CC=C(C=C1)OS(=O)(=O)C1=CC=C(C=C1)C(C)(C)C N,N'-di-[4-(p-t-butylbenzenesulfonyloxy)phenyl]urea